2-(3-aminopropanamido)-ethanethiol phosphate P(=O)(O)(O)O.NCCC(=O)NCCS